(1-(carbamoyloxy)-3-phenylpropan-2-yl)carbamate C(N)(=O)OCC(CC1=CC=CC=C1)NC([O-])=O